3-(2-chloro-3-(1,4-Benzodioxan-6-yl)anilino)-1-methylpyrazolo[4,5-b]pyridine-6-carboxylic acid methyl ester COC(=O)C=1C=C2C(=NC1)C(=NN2C)NC2=C(C(=CC=C2)C2=CC1=C(OCCO1)C=C2)Cl